CN(CCOC1=CC=C(C=N1)C=1OC2=C(C=C(C=C2C(C1C)=O)C)[C@@H](C)NC1=C(C(=O)O)C=CC=C1)C (R)-2-((1-(2-(6-(2-(dimethylamino)ethoxy)pyridin-3-yl)-3,6-dimethyl-4-oxo-4H-chromen-8-yl)ethyl)amino)benzoic acid